BrC1=C(C(=CC(=C1)Cl)OCOC)C#CC1CCOCC1 4-[2-[2-bromo-4-chloro-6-(methoxymethoxy)phenyl]ethynyl]-tetrahydropyran